2-(propane-2-yl)-2,6-dihydroImidazo[1,2-c]Pyrido[2,3-e]Pyrimidin-5(3H)-one CC(C)C1N=C2N(C(NC3=C2N=CC=C3)=O)C1